FC1=C(C=CC(=C1F)OCC)OB(O)O 2,3-difluoro-4-ethoxyphenylboric acid